5-(5-methyl-1,3,4-thiadiazol-2-yl)phenol CC1=NN=C(S1)C=1C=CC=C(C1)O